C1NCC12CC(C2)N2CCC(CC2)C2=CN=C(S2)N2[C@@H](C1=C(NC=3N=NC(=CC31)C3=C(C=CC=C3)O)CC2)C (R)-2-(6-(5-(1-(2-azaspiro[3.3]heptan-6-yl)piperidin-4-yl)thiazol-2-yl)-5-methyl-6,7,8,9-tetrahydro-5H-pyrido[3',4':4,5]pyrrolo[2,3-c]pyridazin-3-yl)phenol